COC(=O)C=1C=CC2=C(OCCCN2C(=O)OC(C)(C)C)C1 3,4-Dihydrobenzo[b][1,4]oxazepin-5,8(2H)-dicarboxylic acid 5-(tert-butyl) 8-methyl ester